2-(2-(2-aminoethoxy)ethoxy)-N,N-bis(2-(2-(2-(2-azidoethoxy)ethoxy)ethoxy)ethyl)ethan-1-amine NCCOCCOCCN(CCOCCOCCOCCN=[N+]=[N-])CCOCCOCCOCCN=[N+]=[N-]